(E)-1-(2-bromovinyl)-3-fluorobenzene Br/C=C/C1=CC(=CC=C1)F